ClC1=NN=C2N1C1=CC=CC=C1C(=N2)N(C)C2=NC(=CN=C2)C=2C=NC(=CC2)C2CC2 chloro-N-(6-(6-cyclopropylpyridin-3-yl)pyrazin-2-yl)-N-methyl-[1,2,4]triazolo[4,3-a]quinazolin-5-amine